1-(2,2-difluorocyclopropyloxy)-3-nitrobenzene FC1(C(C1)OC1=CC(=CC=C1)[N+](=O)[O-])F